3-methoxy-propiophenone COCCC(=O)C1=CC=CC=C1